2,3,5-trifluoro-4-hydroxy-N-({(1r,4r)-4-[6-(pyrazin-2-yl)-2H-indazol-2-yl]cyclohexyl}methyl)benzamide FC1=C(C(=O)NCC2CCC(CC2)N2N=C3C=C(C=CC3=C2)C2=NC=CN=C2)C=C(C(=C1F)O)F